OC1=C(C(=O)C2=CC=CC=C2)C=CC(=C1)O 2,4-dihydroxyl-benzophenone